(S)-3-chloro-4-((3,5-difluoropyridin-2-yl)methoxy-d2)-2'-(3-(2-hydroxypropan-2-yl)-4-Methyl-1H-pyrazol-1-yl)-5',6-dimethyl-2H-[1,4'-bipyridyl]-2-one ClC=1C(N(C(=CC1OC([2H])([2H])C1=NC=C(C=C1F)F)C)C1=CC(=NC=C1C)N1N=C(C(=C1)C)C(C)(C)O)=O